C(C)(C)(C)OC(=O)N1C[C@@H](CCC1)N(C(=O)C1=CC=C(C=C1)C1=C(N(N=C1)C)C(=O)O)C1=NC=CC2=CC=CC(=C12)C 4-[4-[[(3R)-1-tert-butoxycarbonyl-3-piperidyl]-(8-methyl-1-isoquinolyl)carbamoyl]phenyl]-2-methyl-pyrazole-3-carboxylic acid